1-[(1S,3R)-3-[[tert-butyl(diphenyl)silyl]oxymethyl]-6-fluoro-5-(3-hydroxy-3-methyl-but-1-ynyl)-1-methyl-3,4-dihydro-1H-isoquinolin-2-yl]-2-(2-chloro-6-fluoro-phenyl)ethanone [Si](C1=CC=CC=C1)(C1=CC=CC=C1)(C(C)(C)C)OC[C@@H]1N([C@H](C2=CC=C(C(=C2C1)C#CC(C)(C)O)F)C)C(CC1=C(C=CC=C1F)Cl)=O